ClC1=CC(=C(C=C1)NC(=O)C1(CCC(CC1)C(=O)O)C1=C(C=CC=C1)C(C)C)OC(F)F (1r,4r)-4-((4-chloro-2-(difluoromethoxy)phenyl)carbamoyl)-4-(2-isopropylphenyl)cyclohexane-1-carboxylic acid